2-((4-cyano-3-(1,4-diazepan-1-yl)-6,7-dihydro-5H-cyclopenta[c]pyridin-1-yl)thio)-2-phenylacetamide C(#N)C=1C2=C(C(=NC1N1CCNCCC1)SC(C(=O)N)C1=CC=CC=C1)CCC2